4-{[(3R)-3-ethenesulfonamidopiperidin-1-yl]methyl}-N-{4-[4-(morpholin-4-yl)-7-{[2-(trimethylsilyl)ethoxy]methyl}-7H-pyrrolo[2,3-d]pyrimidin-6-yl]phenyl}pyridine-2-carboxamide C(=C)S(=O)(=O)N[C@H]1CN(CCC1)CC1=CC(=NC=C1)C(=O)NC1=CC=C(C=C1)C1=CC2=C(N=CN=C2N2CCOCC2)N1COCC[Si](C)(C)C